5-(9-(2-fluorobenzyl)-1-methyl-9H-pyrido[3,4-b]indol-3-yl)oxazole FC1=C(CN2C3=C(C4=CC=CC=C24)C=C(N=C3C)C3=CN=CO3)C=CC=C1